C(C)(=O)N1CCC(CC1)CN1N=C2C3=C(C[C@@H](C2=C1)C)OC(=C3C(F)(F)F)C(=O)NC[C@H]3OCCOC3 (4S)-2-[(1-Acetylpiperidin-4-yl)methyl]-N-{[(2R)-1,4-dioxan-2-yl]methyl}-4-methyl-8-(trifluoromethyl)-4,5-dihydro-2H-furo[2,3-g]indazol-7-carboxamid